N(=C=S)C1=C(C=CC=C1C)C 2-isothiocyanato-1,3-dimethylbenzene